C(C)(C)OC=1C(N(C2=CC=CC=C2N1)C)=O 3-isopropoxy-1-methylquinoxalin-2(1H)-one